C1(=CC=CC=C1)C=1C=CC=2N(C3=CC=CC=C3C2C1)C1=CC=C(C=C1)C=1OC(=NN1)C1=CC=CC=C1 3-phenyl-9-[4-(5-phenyl-1,3,4-oxadiazol-2-yl)phenyl]-9H-carbazole